n-Octyltrimethylammonium chloride [Cl-].C(CCCCCCC)[N+](C)(C)C